CC=1C=C(C=CC1)N1C(SC=C1C=1C=C(C(=O)NCCCCC2=CC=CC=C2)C=CC1)=O 3-(3-(3-methylphenyl)-4-thiazolinonyl)-N-(4-phenylbutyl)benzamide